N-(2,4-dinitrophenyl)-L-methionine [N+](=O)([O-])C1=C(C=CC(=C1)[N+](=O)[O-])N[C@@H](CCSC)C(=O)O